N1C[C@H](CCC1)NC(OC(C)(C)C)=O tert-butyl (S)-piperidine-3-ylcarbamate